C1=CC=CC=2C3=CC=CC=C3C(C12)COC(=O)N[C@H](C(=O)O)CC1=NOC(=N1)COC (S)-2-((((9H-fluoren-9-yl)methoxy)carbonyl)amino)-3-(5-(methoxymethyl)-1,2,4-oxadiazol-3-yl)propanoic acid